methyl (2S)-2-(tert-butoxycarbonylamino)-3-[(7R)-6-oxo-5-azaspiro[3.4]octan-7-yl]propanoate C(C)(C)(C)OC(=O)N[C@H](C(=O)OC)C[C@H]1C(NC2(CCC2)C1)=O